bis(3,5-di-t-butyl-2-hydroxyphenyl)methanone C(C)(C)(C)C=1C(=C(C=C(C1)C(C)(C)C)C(=O)C1=C(C(=CC(=C1)C(C)(C)C)C(C)(C)C)O)O